Cobalt oxide carbon [C].[Co]=O